ClC1=C(C=CC(=C1)F)C1=CNC(C2=CC(=CC=C12)O[C@@H](C(=O)N1C[C@H](OCC1)CO)C)=O 4-(2-chloro-4-fluorophenyl)-7-(((R)-1-((S)-2-(hydroxymethyl)morpholino)-1-oxopropan-2-yl)oxy)isoquinolin-1(2H)-one